2-(3,5-dimethoxyphenyl)-quinolin COC=1C=C(C=C(C1)OC)C1=NC2=CC=CC=C2C=C1